[I-].C(C)(C)(C)OC(=O)NC(CC[S+](C)C)C(=O)NC(C)(C)C (3-((tert-Butoxycarbonyl)amino)-4-(tert-butylamino)-4-oxobutyl)dimethyl-sulfonium iodide